C(C)OC1=CC=C(C=C(C(=O)OCCC)C#N)C=C1 n-propyl 4-ethoxy-α-cyanocinnamate